4-(4-fluorobenzyl)-8,8-dimethyl-2-(tetrahydrofuran-3-yl)-7,8-dihydro-6H-pyrrolo[2,3-e][1,2,4]triazolo[1,5-a]pyridine FC1=CC=C(CC=2C=3N(C4=C(C2)NCC4(C)C)N=C(N3)C3COCC3)C=C1